N-{1-[5-(1H-indol-5-yl)thiophen-2-yl]ethyl}-6,7-dimethoxy-2-methylquinazolin-4-amine N1C=CC2=CC(=CC=C12)C1=CC=C(S1)C(C)NC1=NC(=NC2=CC(=C(C=C12)OC)OC)C